C(C)(C)(C)N[C@@H]1CN(CC1)C=1N=C2C=CC(=NC2=CC1)C1=CC2=CN(N=C2C(=C1O)C)C (S)-5-(6-(3-(tert-butylamino)pyrrolidin-1-yl)-1,5-naphthyridin-2-yl)-2,7-dimethyl-2H-indazol-6-ol